CC1=CC=C(C=C1)S(=O)(=O)N[C@H]1[C@@H](CCCC1)C(=O)O trans-2-(4-methylphenyl-sulphonylamino)cyclohexanecarboxylic acid